BrC1=CC(=CC=2N(C=NC21)C/C(=C/CNC(OC(C)(C)C)=O)/F)C#N 1-Tert-butyl (Z)-(4-(4-bromo-6-cyano-1H-benzo[d]imidazol-1-yl)-3-fluorobut-2-en-1-yl)carbamate